C[C@@H]1N(C2=CC=CC=C2[C@@H](C1)NC1CCC(CC1)OC(=O)NCC(=O)OCC)C(CC)=O Ethyl ((((1R,4r)-4-(((2S,4R)-2-methyl-1-propionyl-1,2,3,4-tetrahydroquinolin-4-yl)amino)cyclohexyl)oxy)carbonyl)glycinate